C(C)C=1C=CC2=C(N(C(N=C2NC)=O)C2=C(C=CC=C2)C)N1 7-Ethyl-4-(methylamino)-1-(o-tolyl)pyrido[2,3-d]pyrimidin-2(1H)-one